The molecule is an omega-hydroxy fatty acid ascaroside obtained by formal condensation of the alcoholic hydroxy group of 20-hydroxyicosanoic acid (20-hydroxyarachidic acid) with ascarylopyranose (the alpha anomer). It is a metabolite of the nematode Caenorhabditis elegans. It has a role as a Caenorhabditis elegans metabolite. It is a monocarboxylic acid and an omega-hydroxy fatty acid ascaroside. It derives from a 20-hydroxyicosanoic acid. It is a conjugate acid of an oscr#36(1-). C[C@H]1[C@@H](C[C@H]([C@@H](O1)OCCCCCCCCCCCCCCCCCCCC(=O)O)O)O